bis(2,6-di-3-butyl-4-methylphenyl)pentaerythritol diphosphite OP(O)OP(O)O.CCC(C)C1=C(C(=CC(=C1)C)C(CC)C)C(O)(C(CO)(CO)CO)C1=C(C=C(C=C1C(CC)C)C)C(CC)C